ClC=1C=2N(C(=CC1)N1CCC3(C(N4[C@H](O3)CC[C@H]4C4=CC(=CC(=C4)F)F)=O)CC1)N=CC2 (5'S,7a'R)-1-(4-Chloropyrazolo[1,5-a]pyridin-7-yl)-5'-(3,5-difluorophenyl)tetrahydro-3'H-spiro[piperidine-4,2'-pyrrolo[2,1-b]oxazol]-3'-one